FC1(CNC1)C(F)(F)F 3-fluoro-3-(trifluoromethyl)azetidin